ClC1=CC=C(C=C1)[C@@H](NC(=O)[C@@H]1CNC(C1)=O)C1=CC(=C(C=C1)F)C(F)(F)F (S)-N-((R)-(4-chlorophenyl)(4-fluoro-3-(trifluoromethyl)phenyl)methyl)-5-oxopyrrolidine-3-carboxamide